BrC1=CC=C(C=C1)[C@@H](C(F)(F)F)N(C(CN1C(CCC1)=O)=O)C (S)-N-(1-(4-Bromophenyl)-2,2,2-trifluoroethyl)-N-methyl-2-(2-oxopyrrolidin-1-yl)acetamide